mono-α-methylpropionic acid, methyl ester CC(C(=O)OC)C